methyl-dimethoxymethylsilane methacrylate C(C(=C)C)(=O)O.C[SiH2]C(OC)OC